(1S,3R)-3-(3-{[(5-methyl-1,3-oxazol-2-yl)acetyl]amino}-1H-pyrazol-5-yl)cyclopentyl propan-2-ylcarbamate CC(C)NC(O[C@@H]1C[C@@H](CC1)C1=CC(=NN1)NC(CC=1OC(=CN1)C)=O)=O